3-(2-cyanoethyl)-benzo[d][1,2,3]triazin-4(3H)-one C(#N)CCN1N=NC2=C(C1=O)C=CC=C2